COC=1C=C2C=CN=C(C2=CC1NC(CCCN1CCCCC1)=O)NC1=CC=C(C=C1)C N-(6-methoxy-1-(p-tolylamino)isoquinolin-7-yl)-4-(piperidin-1-yl)butanamide